2-((6-(4-(tert-butoxycarbonyl)piperazin-1-yl)pyridin-3-yl)oxy)acetic acid C(C)(C)(C)OC(=O)N1CCN(CC1)C1=CC=C(C=N1)OCC(=O)O